C(CCCCCCCCC(=O)OC1=CC=C(C=C1)COC(=O)OC1=CC=C(C=C1)[N+](=O)[O-])(=O)OC(COC(CCCCCCCCCCCCCCC)=O)COC(CCCCCCCCCCCCCCC)=O 1-(1,3-Bis(palmitoyloxy)propan-2-yl) 10-(4-((((4-nitrophenoxy)carbonyl)oxy)meth-yl)phenyl) decanedioate